CC1=C(C=NC(=C1)C)NC=1C(=CC=CC1)N N1-(4,6-dimethylpyridin-3-yl)benzene-1,2-diamine